4-[(5-{2-azabicyclo[2.2.1]heptan-2-yl}-2-carboxyphenyl)carbamoyl]-6-hydroxybenzene C12N(CC(CC1)C2)C=2C=CC(=C(C2)NC(=O)C2=CC=CC(=C2)O)C(=O)O